trimethylethylacetylene silicon [Si].CC(CC#C)(C)C